(R)-N-(4-(5-(difluoromethyl)-1,3,4-oxadiazol-2-yl)benzyl)-2-(3-fluoropyrrolidin-1-yl)-N-phenylethane-1-sulfonamide FC(C1=NN=C(O1)C1=CC=C(CN(S(=O)(=O)CCN2C[C@@H](CC2)F)C2=CC=CC=C2)C=C1)F